OC1C(CC(O1)=O)CCC 5-hydroxy-4-propyldihydrofuran-2(3H)-one